N-(4-(2-amino-5-(1-methyl-d3-1H-pyrazol-4-yl)pyridin-3-yl)-2,5-difluorophenyl)-6-cyano-5-(4-fluorophenyl)-1-isopropyl-4-oxo-1,4-dihydropyridine-3-carboxamide NC1=NC=C(C=C1C1=CC(=C(C=C1F)NC(=O)C1=CN(C(=C(C1=O)C1=CC=C(C=C1)F)C#N)C(C)C)F)C=1C=NN(C1)C([2H])([2H])[2H]